[C@@H](C)(CC)N1N=CC=2N=C(N=C(C21)N[C@@H](C=2C=NC1=CC=CC=C1C2)C2CC2)N2CCNCC2 4-{1-((R)-sec-Butyl)-7-[((R)-cyclopropyl-chinolin-3-yl-methyl)-amino]-1H-pyrazolo[4,3-d]pyrimidin-5-yl}-piperazin